2-(beta-naphthyl)-benzothiazoline C1=C(C=CC2=CC=CC=C12)C=1SC2=C(N1)C=CC=C2